3-[4-(3-bromo-2-methyl-phenoxy)phenyl]propanal BrC=1C(=C(OC2=CC=C(C=C2)CCC=O)C=CC1)C